5-[4-amino-5-(trifluoromethyl)pyrrolo[2,1-f][1,2,4]triazin-7-yl]-N-{4-fluoro-1-[(3-methyloxetan-3-yl)methyl]pyrrolidin-3-yl}-2-methoxypyridine-3-carboxamide NC1=NC=NN2C1=C(C=C2C=2C=C(C(=NC2)OC)C(=O)NC2CN(CC2F)CC2(COC2)C)C(F)(F)F